1,5-dimethyl-4-[N-methyl-S-[1-(2-trimethylsilylethoxymethyl)indazol-5-yl]sulfonimidoyl]pyrrole-2-carboxylic acid CN1C(=CC(=C1C)S(=O)(=NC)C=1C=C2C=NN(C2=CC1)COCC[Si](C)(C)C)C(=O)O